C1CCC2=CC(=CC=C12)NC1=NC(=NC2=CC=C(C=C12)NC(C1=CC(=C(C(=C1)OC)OC)OC)=O)C1=CC2=CC=CC=C2C=C1 N-(4-((2,3-dihydro-1H-indene-5-yl)amino)-2-(naphthalen-2-yl)quinazolin-6-yl)-3,4,5-trimethoxybenzamide